6-Chloro-4-(6-(2,5-difluorophenyl)-6-(1-methyl-2-oxo-1,2-dihydropyridin-3-yl)hex-1,3-diyn-1-yl)-1H-pyrrole ClC(CC#CC#CC=1C=CNC1)(C=1C(N(C=CC1)C)=O)C1=C(C=CC(=C1)F)F